OC1=C(CN(C)C)C=CC=C1 o-hydroxybenzyl-dimethylamine